2-(methylthio)-1-(2-(4-(quinoxalin-6-yl)-1H-imidazol-2-yl)piperidin-1-yl)propan-1-one CSC(C(=O)N1C(CCCC1)C=1NC=C(N1)C=1C=C2N=CC=NC2=CC1)C